2-(2-fluorobenzyl)-4,4,5,5-tetramethyl-1,3,2-dioxaborolan FC1=C(CB2OC(C(O2)(C)C)(C)C)C=CC=C1